C(C1=CC=CC=C1)OC=1C(=CC(=NC1)Br)SCC1=CC=C(C=C1)OC 5-benzyloxy-2-bromo-4-[(4-methoxyphenyl)methylsulfanyl]pyridine